fluoro-6-isopropoxypyridin FC1=NC(=CC=C1)OC(C)C